7,9-dimethyl-8-(4,4,5,5-tetramethyl-1,3,2-dioxaborolan-2-yl)pyrazolo[1',2':1,2][1,2,3]triazolo[4,5-b]pyrazin-6-ium-5-ide CC=1C(=C(N2[N+]1[N-]C1=NC=CN=C12)C)B1OC(C(O1)(C)C)(C)C